5-(2-oxa-7-azaspiro[3.5]non-7-yl)pyridin-2-amine C1OCC12CCN(CC2)C=2C=CC(=NC2)N